(7-(1-benzylpiperidin-3-yl)-2-methylpyrazolo[1,5-a]pyrimidin-3-yl)-N-methylmethanamine C(C1=CC=CC=C1)N1CC(CCC1)C1=CC=NC=2N1N=C(C2CNC)C